2-chloro-N-(3-((4-((1-cyclohexylpiperidin-4-yl)(methyl)amino)-6,7-dimethoxyquinazolin-2-yl)amino)propyl)acetamide ClCC(=O)NCCCNC1=NC2=CC(=C(C=C2C(=N1)N(C)C1CCN(CC1)C1CCCCC1)OC)OC